[Cr](=O)(=O)([O-])[O-].[Ni+2] Nickel(II) chromat